benzyl (1,3-bis((2,2-dimethyl-1,3-dioxan-5-yl)oxy)propan-2-yl)carbamate CC1(OCC(CO1)OCC(COC1COC(OC1)(C)C)NC(OCC1=CC=CC=C1)=O)C